CN([C@H](CNC(CC(C=1C=NC(=CC1)C(F)(F)F)C1(CC1)C(F)(F)F)=O)CC1=C(C=C(C=C1C)O)C)C N-((S)-2-(dimethylamino)-3-(4-hydroxy-2,6-dimethylphenyl)propyl)-3-(1-(trifluoromethyl)cyclopropyl)-3-(6-(trifluoromethyl)pyridin-3-yl)propanamide